C1(CC1)COC1=CC(=CC2=C1C(N1[C@@H](CO2)C[C@H](C1)O)=O)C (2R,11aR)-6-(Cyclopropylmethoxy)-2-hydroxy-8-methyl-2,3,11,11a-tetrahydro-1H,5H-benzo[f]pyrrolo[2,1-c][1,4]oxazepin-5-one